COCC1=NN(C(=C1)C(=O)NC1=CC(=NN1)[C@H]1C[C@H](CC1)OC=1C=NC=NC1)C |o1:16,18| rel-3-(methoxymethyl)-1-methyl-N-(3-((1R,3S)-3-(pyrimidin-5-yloxy)cyclopentyl)-1H-pyrazol-5-yl)-1H-pyrazole-5-carboxamide